FC(S(=O)(=O)OC=1C2=C(N=C(N1)SC)N(C(C(=C2)C)=O)C)(F)F 6,8-dimethyl-2-(methylthio)-7-oxo-7,8-dihydropyrido[2,3-d]pyrimidin-4-yl trifluoromethanesulfonate